N-{1-[4-(2-{5-chloro-2-oxo-1,2-dihydrospiro[indole-3,4'-piperidin]-1'-yl}ethoxy)-2-fluorobenzoyl]azetidin-3-yl}methanesulfonamide ClC=1C=C2C(=CC1)NC(C21CCN(CC1)CCOC1=CC(=C(C(=O)N2CC(C2)NS(=O)(=O)C)C=C1)F)=O